tert-Butyl (((3-(2-(dimethyl-amino)ethyl)-1H-indole-1-carbonyl)oxy)methyl) glutarate C(CCCC(=O)OCOC(=O)N1C=C(C2=CC=CC=C12)CCN(C)C)(=O)OC(C)(C)C